2,6-dimethylphenol-3,4,5-d3 CC1=C(C(=C(C(=C1[2H])[2H])[2H])C)O